FC=1C=C2C=3C(=NN(C(C3C1)=O)[2H])[C@@H]([C@H](N2)C2=CC=C(C=C2)F)C2=NC=NN2C (8S,9R)-5-Fluoro-8-(4-fluorophenyl)-9-(1-methyl-1H-1,2,4-triazol-5-yl)-2,7,8,9-tetrahydro-3H-pyrido[4,3,2-de]phthalazin-3-one-d